tert-butyl 4-(2-allyl-4-((benzyloxy) carbonyl) piperazin-1-yl)-2-chloro-5,8-dihydropyrido[3,4-d]pyrimidine-7(6H)-carboxylate C(C=C)C1N(CCN(C1)C(=O)OCC1=CC=CC=C1)C=1C2=C(N=C(N1)Cl)CN(CC2)C(=O)OC(C)(C)C